1-(4-(1,2,4,5-tetrazin-3-yl)phenyl)-N-methylmethanamine tert-butyl-(4-(1,2,4,5-tetrazin-3-yl)benzyl)(methyl)carbamate C(C)(C)(C)OC(N(C)CC1=CC=C(C=C1)C=1N=NC=NN1)=O.N1=NC(=NN=C1)C1=CC=C(C=C1)CNC